((4-hydroxybutyl)azandiyl)bis(hexan-6,1-diyl)bis(2-hexyldecanoat) OCCCCN(CCCCCCC(C(=O)[O-])(CCCCCCCC)CCCCCC)CCCCCCC(C(=O)[O-])(CCCCCCCC)CCCCCC